C(C)(C)(C)OC(=O)NC=1C=C(N=NC1Cl)C(=O)[O-] 5-((tert-butoxycarbonyl) amino)-6-chloropyridazine-3-carboxylate